FC(C1(CN(C1)C=1C=C2C(=CC=NC2=CC1)C(=O)O)C)F 6-(3-(difluoromethyl)-3-methylazetidin-1-yl)quinoline-4-carboxylic acid